CC1=CC=C(N=N1)NC1=CC2=C(N(C=N2)COCC[Si](C)(C)C)C=C1OC1COC1 N-(6-methylpyridazin-3-yl)-6-(oxetan-3-yl-oxy)-1-(2-trimethylsilylethoxymethyl)benzimidazol-5-amine